2-methoxyethyl (1S,2R,5R)-2-(hydroxycarbamoyl)-3-((6-((1-isopropylpiperidin-4-yl)oxy)pyridin-3-yl)sulfonyl)-3,8-diazabicyclo[3.2.1]octane-8-carboxylate ONC(=O)[C@H]1[C@@H]2CC[C@H](CN1S(=O)(=O)C=1C=NC(=CC1)OC1CCN(CC1)C(C)C)N2C(=O)OCCOC